Cl.Cl.C(C)(=O)ONC(=N)C1=CSC(=C1)CN N-acetoxy-5-(aminomethyl)thiophene-3-carboxamidine dihydrochloride